di(4-acetoxyphenyl)iodonium C(C)(=O)OC1=CC=C(C=C1)[I+]C1=CC=C(C=C1)OC(C)=O